ClCCCCCCC[Si](OC)(OC)OC (chloroheptyl)(trimethoxy)silane